[K+].CNC([S-])=S N-methyldithiocarbamic acid potassium salt